propyl-decanolactone C(CC)C1C(=O)OCCCCCCCC1